5-[[6-[3-(Difluoromethoxy)-4-fluoro-phenyl]pyrazolo[4,3-b]pyridin-1-yl]methyl]-3-methyl-1,2,4-oxadiazole FC(OC=1C=C(C=CC1F)C=1C=C2C(=NC1)C=NN2CC2=NC(=NO2)C)F